C1CN(CCC12CCCCC2)C(=O)N 3-azaspiro[5.5]undecane-3-carboxamide